7-(hexyloxy)-3,4-dihydro-1H-[1,4]oxazino[3,4-c]pyrido[2,1-f][1,2,4]triazin-6,8-dione C(CCCCC)OC=1C(C=CN2N=C3N(C(C21)=O)CCOC3)=O